4-[(methylamino)methyl]-6-[methyl(propan-2-yl)amino]-2-(6-{4-[(3ξ)-1,1,1-trifluoropentan-3-yl]-4H-1,2,4-triazol-3-yl}pyridin-2-yl)-2,3-dihydro-1H-pyrrolo[3,4-c]pyridin-1-one CNCC1=NC(=CC2=C1CN(C2=O)C2=NC(=CC=C2)C2=NN=CN2C(CC(F)(F)F)CC)N(C(C)C)C